(4-cyclopropyl-1H-imidazol-1-yl)-4-fluoroisoquinolin-1(2H)-one C1(CC1)C=1N=CN(C1)N1C(C2=CC=CC=C2C(=C1)F)=O